Cl.ClC1=NC(=CC(=C1)COC([C@@H](N)CCCCNS(=O)(=O)C)=O)Cl.ClC1=C(C=C(C(=O)NCC=O)C=C1)N1C(NC(CC1)=O)=O 4-chloro-3-(2,4-dioxotetrahydropyrimidin-1(2H)-yl)-N-(2-oxoethyl)benzamide (2,6-Dichloropyridin-4-yl)methyl-N6-(methylsulfonyl)-L-lysinate hydrochloride